2-(1-(1-cyanomethyl)-1H-pyrazol-4-yl)-1-p-toluenesulfonyl-1H-pyrrole C(#N)CN1N=CC(=C1)C=1N(C=CC1)S(=O)(=O)C1=CC=C(C)C=C1